N-Boc-1,7-heptanediamine hydrochloride Cl.C(=O)(OC(C)(C)C)NCCCCCCCN